ClC=1C(=NC=C(C1)C1(CC1)C#N)C(=O)O 3-chloro-5-(1-cyanocyclopropyl)pyridine-2-carboxylic acid